C(C)(C)N1CCN(CCC1)C1=NC2=CC(=C(C=C2C(=N1)NC1CCN(CC1)C(C)C)OC)OCCCN1CCCC1 2-(4-Isopropyl-1,4-diazepan-1-yl)-N-(1-isopropylpiperidin-4-yl)-6-methoxy-7-(3-(pyrrolidin-1-yl)propoxy)quinazolin-4-amine